1-[(4-methoxyphenyl)]-4-oxa-1-azaspiro[5.5]undecan-9-one COC1=CC=C(C=C1)N1CCOCC12CCC(CC2)=O